[6-(3-cyclopropyl-1,2,4-triazol-1-yl)-2-azaspiro[3.3]heptan-2-yl]-[6-[(5-dimethylphosphoryl-2-pyridyl)methyl]-2-azaspiro[3.3]heptan-2-yl]methanone C1(CC1)C1=NN(C=N1)C1CC2(CN(C2)C(=O)N2CC3(C2)CC(C3)CC3=NC=C(C=C3)P(=O)(C)C)C1